CN1OC(=NC1C1=CC(=CC(=C1)[N+](=O)[O-])[N+](=O)[O-])N=[N+]=[N-] Methylazido-3-(3,5-dinitrophenyl)-1,2,4-oxadiazole